BrC=1C2=C(OC1)C=C1C(CCC(C1=C2)(C)C)(C)C 3-bromo-5,5,8,8-tetramethyl-5,6,7,8-tetrahydro-naphtho[2,3-b]furan